Tricyclo[4.3.0.12,5]dec-3,7-diene C12C3C=CC(C2C=CC1)C3